6-{[6-(Furan-2-yl)-5-(trifluoromethyl)pyridin-2-yl]methyl}-5-methyl-[1,2,4]triazolo[1,5-a]pyrimidin-7-amine O1C(=CC=C1)C1=C(C=CC(=N1)CC=1C(=NC=2N(C1N)N=CN2)C)C(F)(F)F